ClC=1C=C(C=CC1Cl)N(C(C)C)C[C@@H]1N=C(OC1)N (S)-4-{[(3,4-dichloro-phenyl)-isopropyl-amino]-methyl}-4,5-dihydro-oxazol-2-ylamine